C1(=CC=CC=C1)C1=NC(=NC=C1)NC[C@H]1CN(CC1)C#N (S)-3-(((4-Phenylpyrimidin-2-yl)amino)methyl)pyrrolidin-1-carbonitril